3,3-bis(methoxymethyl)-2,4-dimethyl-heptane COCC(C(C)C)(C(CCC)C)COC